Benz[de]anthracen-7-on C1=CC=C2C=CC=C3C(C=4C=CC=CC4C1=C23)=O